di-tert-butyl-9-octadecenoic acid C(C)(C)(C)C(=C(CCCCCCCC(=O)O)C(C)(C)C)CCCCCCCC